NCCC=1C=C(C=CC1)NC=1C(=NC(=C(N1)C)C)C(=O)N 3-((3-(2-aminoethyl)phenyl)amino)-5,6-dimethylpyrazine-2-carboxamide